3-carboxy-2-hydroxy-4-methylpentanoate C(=O)(O)C(C(C(=O)[O-])O)C(C)C